tert-butyl 5-((3-chloro-2-methoxyphenyl) carbamothioyl)-4-hydroxy-6-oxo-3,6-dihydropyridine-1(2H)-carboxylate ClC=1C(=C(C=CC1)NC(=S)C1=C(CCN(C1=O)C(=O)OC(C)(C)C)O)OC